N-(5-(4-(4-((dimethylamino)methyl)-3-phenyl-1H-pyrazol-1-yl)pyrimidin-2-ylamino)-4-methoxy-2-morpholinophenyl)acrylamide ethanesulfonate C(C)S(=O)(=O)O.CN(C)CC=1C(=NN(C1)C1=NC(=NC=C1)NC=1C(=CC(=C(C1)NC(C=C)=O)N1CCOCC1)OC)C1=CC=CC=C1